N1-(4-(bis(4-methoxyphenyl)amino)phenyl)-N4,N4-bis(4-methylphenyl)benzene-1,4-diamine COC1=CC=C(C=C1)N(C1=CC=C(C=C1)NC1=CC=C(C=C1)N(C1=CC=C(C=C1)C)C1=CC=C(C=C1)C)C1=CC=C(C=C1)OC